6-(7-fluoro-2-methyl-2H-indazol-5-yl)-2-(piperidin-4-yl)[1,3]thiazolo[4,5-c]pyridine hydrochloride Cl.FC1=CC(=CC2=CN(N=C12)C)C1=CC2=C(C=N1)N=C(S2)C2CCNCC2